C(=CCCCCCCCCCCC)C12CC(C1)(C2)CO[SiH3] ((3-(tridec-1-en-1-yl)bicyclo[1.1.1]pent-1-yl)methoxy)silane